Methyl 3-methylquinoline-8-carboxylate CC=1C=NC2=C(C=CC=C2C1)C(=O)OC